C1=C(NC=N1)CCC(=O)O Imidazolepropionic acid